ClC1=C(C=CC(=C1)NC1=NC=NC2=CC(=C3C(=C12)OCCO3)OC)NC(=O)NC3CC3 1-(2-chloro-4-((5-methoxy-2,3-dihydro-[1,4]dioxino[2,3-f]quinazolin-10-yl)amino)phenyl)-3-cyclopropylurea